3-sulfamoyl-4-[5-(trifluoromethyl)pyridin-3-yl]Phenyl-acetamide S(N)(=O)(=O)C=1C=C(C=CC1C=1C=NC=C(C1)C(F)(F)F)CC(=O)N